Ammonium pentadecafluoro-octanoate FC(C(C(C(C(C(C(C(=O)[O-])(F)F)(F)F)(F)F)(F)F)(F)F)(F)F)(F)F.[NH4+]